CS(=O)CC1=C(C=CC(=C1)[N+](=O)[O-])O 2-((methylsulfinyl)methyl)-4-nitrophenol